C(C1=CC=CC=C1)(=O)N1C(N(C=CC1=O)[C@H]1[C@@H]([C@@H]([C@H](O1)\C=C\P(=O)(OC)OC)OP([O-])N(C(C)(C)CCC#N)C(C)C)COC)=O (2R,3S,4R,5R)-5-(3-benzoyl-2,4-dioxo-3,4-dihydropyrimidin-1(2H)-yl)-2-((E)-2-(dimethoxyphosphoryl)vinyl)-4-(methoxymethyl)tetrahydrofuran-3-yl(2-cyanoethyl)diisopropylphosphoramidite